ClC1=CC=C(C=N1)C(C)(O)C1CCOCC1 (6-chloropyridin-3-yl)-1-(tetrahydro-2H-pyran-4-yl)ethan-1-ol